IC1=NN(C2=CN=C(C=C21)C2(CC2)C#N)C(C2=CC=CC=C2)(C2=CC=CC=C2)C2=CC=CC=C2 1-(3-iodo-1-trityl-pyrazolo[3,4-c]pyridin-5-yl)cyclopropanecarbonitrile